(RS)-1-[5-(1,2-dihydroxy-ethyl)-6-(4-fluoro-benzyl)-3,3-dimethyl-2,3-dihydro-pyrrolo[3,2-b]pyridin-1-yl]-ethanone O[C@@H](CO)C1=C(C=C2C(=N1)C(CN2C(C)=O)(C)C)CC2=CC=C(C=C2)F |r|